(4-((methoxycarbonyl)oxy)phenyl)dimethyl-sulfonium COC(=O)OC1=CC=C(C=C1)[S+](C)C